3-(3-amino-3-oxopropyl)-3',5'-bis((methylsulfonyl) amino)-biphenyl-triflate OS(=O)(=O)C(F)(F)F.NC(CCC=1C=C(C=CC1)C1=CC(=CC(=C1)NS(=O)(=O)C)NS(=O)(=O)C)=O